CC(=CCO)CCC=C(CCC=C(C)C)C 3,7,11-trimethyl-2,6,10-dodecatrien-1-ol